4-((3',4'-diamino-2-methoxy-[1,1'-biphenyl]-3-yl)methyl)phthalazin-1(2H)-one NC=1C=C(C=CC1N)C1=C(C(=CC=C1)CC1=NNC(C2=CC=CC=C12)=O)OC